amino-triazolone C1(=NN=NC1=O)N